5-methoxy-N,N-dimethyloltryptamine COC1=CC=C2NC=C(CCN(CO)CO)C2=C1